COC(C1=C(C=C(C=C1F)F)Br)=O.BrC=1C=C(C=C(C1C(=O)OC)F)N1CCN(CC1)C(=O)OC(C)(C)C tert-butyl 4-(3-bromo-5-fluoro-4-(methoxycarbonyl)phenyl)piperazine-1-carboxylate Methyl-2-bromo-4,6-difluorobenzoate